2-methyl-2-(4-methylpent-3-en-1-yl)-7-propyl-5-{[(3R,4R,5S,6S)-4,5,6-trihydroxy-3-(hydroxymethyl)oxan-2-yl]oxy}-2H-chromene-6-carboxylic acid CC1(OC2=CC(=C(C(=C2C=C1)OC1O[C@@H]([C@H]([C@@H]([C@H]1CO)O)O)O)C(=O)O)CCC)CCC=C(C)C